C[Si]1(N[Si](N[Si](N1)(C)C=C)(C)C=C)C=C 1,3,5-trivinyl-1,3,5-trimethylcyclotrisilazane